ClC1=NC=C(C=C1CO)I 2-Chloro-5-iodopyridine-3-methanol